C(C)OC(=O)C=1C=NC=2N(C1Cl)N=C(C2)C=2C=NC=CC2 7-chloro-2-(pyridin-3-yl)pyrazolo[1,5-a]pyrimidine-6-carboxylic acid ethyl ester